Cl.C1(=C(C=CC=C1)N)N PHENYLENEDIAMINE HCL